(R)-4-chloro-3-hydroxy-butyrate ClC[C@@H](CC(=O)[O-])O